FC(C=1C=C(C=C(C1)C(F)(F)F)NC(C(C1=CC=C(C=C1)C=1N=NN(N1)C)C1CC(CC1)(F)F)=O)(F)F N-(3,5-Bis(trifluoromethyl)phenyl)-2-(3,3-difluorocyclopentyl)-2-(4-(2-methyl-2H-tetrazol-5-yl)phenyl)acetamide